(4S,5R)-1-[4-({8-[(2R,3S)-3-[(ethanesulfonyl)meth-yl]-2-methylazetidin-1-yl]isoquinolin-3-yl}amino)pyrimidin-2-yl]-5-fluoro-3,3-dimethylpiperidin-4-ol C(C)S(=O)(=O)C[C@@H]1[C@H](N(C1)C=1C=CC=C2C=C(N=CC12)NC1=NC(=NC=C1)N1CC([C@@H]([C@@H](C1)F)O)(C)C)C